FC=1C(=CC(=NC1)OC)C1=CC(=NN1)C(=O)N1C2(CC2)CC(CC1)C(=O)OC Methyl 4-[5-(5-fluoro-2-methoxypyridin-4-yl)-1H-pyrazole-3-carbonyl]-4-azaspiro[2.5]octane-7-carboxylate